4-[2-(6-aminohexyl)phenyl]thiazol-2-amine NCCCCCCC1=C(C=CC=C1)C=1N=C(SC1)N